(R)-2-(4-chloro-2-(methylsulfonyl)benzyl)-3-(4-chlorophenyl)-4-fluoro-3-((1-hydroxycyclopropyl)methoxy)-6-(1-methyl-1H-pyrazole-4-carbonyl)isoindolin-1-one ClC1=CC(=C(CN2C(C3=CC(=CC(=C3[C@]2(OCC2(CC2)O)C2=CC=C(C=C2)Cl)F)C(=O)C=2C=NN(C2)C)=O)C=C1)S(=O)(=O)C